O=C1NC(CCC1N1CC2=C(C=C(C=C2C1=O)OC(N(C1=CC(=CC=C1)OC(F)F)C)=O)F)=O (2-(2,6-dioxopiperidin-3-yl)-7-fluoro-3-oxoisoindolin-5-yl)methyl(3-(difluoromethoxy)phenyl)carbamate